CN1C(C(=CC2=CC=CC=C12)C=1SC=CC1)=S 1-methyl-3-(2-thienyl)-1,2-dihydroquinolin-2-thione